(R)-(-)-tetrahydrofurfurylamine C1C[C@@H](OC1)CN